ClC1=NC2=C(N1)C=C(C=C2)[N+](=O)[O-] 2-chloro-6-nitro-1H-1,3-benzodiazole